(2-trifluoromethoxybenzyl)-[2-(9-pyridin-2-yl-6-oxa-spiro[4.5]decan-9-yl)-ethyl]-amine FC(OC1=C(CNCCC2(CCOC3(CCCC3)C2)C2=NC=CC=C2)C=CC=C1)(F)F